6-[4-(3-[2-[(5-Methyl-6-oxo-1,6-dihydropyridazin-4-yl)oxy]ethoxy]propanoyl)piperazin-1-yl]pyridine-3-carbonitrile CC1=C(C=NNC1=O)OCCOCCC(=O)N1CCN(CC1)C1=CC=C(C=N1)C#N